4-(4-bromophenyl)-1-methyl-1H-1,2,3-triazole-5-carboxylic acid BrC1=CC=C(C=C1)C=1N=NN(C1C(=O)O)C